C(C)N(CC)CC1=C(CNC(=O)C=2C=C(C(=O)OC)C=C(C2)[N+](=O)[O-])C=CC=C1 methyl 3-((2-((diethylamino) methyl) benzyl) carbamoyl)-5-nitrobenzoate